6-chloro-N-[(1-ethyl-5-methyl-1H-pyrazol-4-yl)methyl]-N-methyl-2-(6-methyl-5-{[2-(methylamino)ethyl]amino}pyridin-2-yl)quinoline-4-carboxamide ClC=1C=C2C(=CC(=NC2=CC1)C1=NC(=C(C=C1)NCCNC)C)C(=O)N(C)CC=1C=NN(C1C)CC